O(C1=CC=CC=C1)CC1OCC1 (phenoxy)methyloxetane